2,4-dihydroxyphenethylamine OC1=C(CCN)C=CC(=C1)O